FC=1C=C(C=2C(CCCC2C1)=O)C#N 3-fluoro-8-oxo-6,7-dihydro-5H-naphthalene-1-carbonitrile